4-mercaptobenzenesulfonic acid SC1=CC=C(C=C1)S(=O)(=O)O